(2-methylbutyl)propenamide CC(CC(C(=O)N)=C)CC